CN(C1=C2CCN(CC2=CC=C1)C(=O)OC(C)(C)C)C tert-butyl 5-(dimethylamino)-3,4-dihydro-1H-isoquinoline-2-carboxylate